ClC=1C=CC(=C2C=C(NC12)C(=O)N1[C@H]2CC([C@@H]([C@@H]1C(=O)N[C@H](C[C@@H]1C(NCCC1)=O)C#N)CC2)(F)F)F (1R,3R,4R)-2-(7-chloro-4-fluoro-1H-indole-2-carbonyl)-N-[(1R)-1-cyano-2-[(3R)-2-oxo-3-piperidyl]ethyl]-5,5-difluoro-2-azabicyclo[2.2.2]octane-3-carboxamide